tert-Butyl 7-Bromo-8-methyl-2,3-dihydro-1H-pyrido[2,3-b][1,4]oxazine-1-carboxylate BrC1=C(C2=C(OCCN2C(=O)OC(C)(C)C)N=C1)C